[Na].C1(=C(C=CC=C1)PC1=C(C=CC=C1)C1=CC=CC=C1)C1=CC=CC=C1 bis(2-biphenylyl)phosphine sodium